2,4-dihydroxyisophthalic acid methyl ester COC(C1=C(C(C(=O)O)=C(C=C1)O)O)=O